1-[4-amino-7-[4-[(dimethylamino)methyl]phenyl]selanyl-2-(ethoxymethyl)-6-methyl-imidazo[4,5-c]pyridin-1-yl]-2-methyl-propan-2-ol NC1=NC(=C(C2=C1N=C(N2CC(C)(O)C)COCC)[Se]C2=CC=C(C=C2)CN(C)C)C